N-(5-(difluoromethoxy)-1H-pyrazol-3-yl)-6-(((3R,4S)-3-methylazepan-4-yl)oxy)pyrazin-2-amine FC(OC1=CC(=NN1)NC1=NC(=CN=C1)O[C@@H]1[C@@H](CNCCC1)C)F